1-methyl-3-[(1S,5S)-3-oxabicyclo[3.1.0]hexan-1-yl]-1-[(1S)-1-(4-pyridyl)ethyl]urea CN(C(=O)N[C@@]12COC[C@H]2C1)[C@@H](C)C1=CC=NC=C1